C(C1=CC=CC=C1)OCCCOC=1C=C(C=CC1)CCCN 3-(3-(3-(benzyloxy)propoxy)phenyl)propan-1-amine